(R)-8-(2-(2-oxa-6-azaspiro[3.3]heptane-6-carbonyl)morpholino)-3-(5-(difluoromethyl)-1,3,4-thiadiazol-2-yl)-N-(1-methylcyclopropyl)imidazo[1,5-a]pyridine-6-sulfonamide C1OCC12CN(C2)C(=O)[C@@H]2OCCN(C2)C=2C=1N(C=C(C2)S(=O)(=O)NC2(CC2)C)C(=NC1)C=1SC(=NN1)C(F)F